CC1(N(CC1)C=1C=C2C(=CC=NC2=CC1)C(=O)O)C 6-(2,2-dimethylazetidin-1-yl)quinoline-4-carboxylic acid